N-(((2S,5R)-5-aminotetrahydro-2H-pyran-2-yl)methyl)sulfonyl-diamine hydrochloride Cl.N[C@@H]1CC[C@H](OC1)CNS(=O)(=O)N